CN1N(C(C(=C1OCC)I)C(=O)O)C.C1(=CC=CC=2C3=CC=CC=C3CC12)COC(=O)N[C@@H](CCCCN)C(=O)O fluorenylmethoxycarbonyl-lysine methyl-5-ethoxy-4-iodo-2-methyl-pyrazole-3-carboxylate